BrC=1C(=CC(N(C1)O)=O)C1=C(C=C(C=C1)F)Cl 5-bromo-4-(2-chloro-4-fluorophenyl)-1-hydroxy-2(1H)-pyridinone